N-(5-(4-((3-(methylsulfonyl)azetidin-1-yl)methyl)phenyl)-[1,2,4]triazolo[1,5-a]pyridin-2-yl)cyclopropanecarboxamide CS(=O)(=O)C1CN(C1)CC1=CC=C(C=C1)C1=CC=CC=2N1N=C(N2)NC(=O)C2CC2